BrC1=CC=C(C=C1)N1C=NN(C1=O)CSC1=CC(=C(OC(C(=O)O)(C)C)C=C1)C 2-(4-(((4-(4-Bromophenyl)-5-oxo-4,5-dihydro-1H-1,2,4-triazol-1-yl)meth-yl)thio)-2-methylphenoxy)-2-methyl-propionic acid